FC=1C=C(CN2C(C=3NN=C(C3C2)NC(C2=CC=C(C=C2)N2CCOCC2)=O)(C)C)C=C(C1)F N-[5-(3,5-difluorobenzyl)-6,6-dimethyl-1,4,5,6-tetrahydropyrrolo[3,4-c]pyrazol-3-yl]-4-morpholinylbenzamide